C(C)(C)(C)C1=CC2=C(NC=C2C2=CC=C(C=C2)OC)C=C(C1=O)C(C)(C)C 5,7-di-tert-butyl-3-(4-methoxyphenyl)cyclohepta[b]pyrrol-6(1H)-one